5-bromo-3-fluoro-2-(methanesulfonylmethyl)pyridine BrC=1C=C(C(=NC1)CS(=O)(=O)C)F